ClC1=NC=C(C(=N1)Cl)F 2,4-dichloro-5-fluoro-pyrimidine